ClC1=C(N=NC=C1C(C)C)N chloro-5-(prop-2-yl)pyridazin-3-amine